O=C1NC(CCC1N1C(C2=CC(=C(C=C2C1)C#N)C(F)(F)F)=O)=O 2-(2,6-dioxopiperidin-3-yl)-1-oxo-6-(trifluoromethyl)isoindoline-5-carbonitrile